FC1=CC(=C(C=C1C=1C=NC(=CC1)N1CCOCC1)NC(=O)C1=CNC(C=C1C(F)(F)F)=O)N1C[C@@H](CC1)N(C)C |r| N-[4-fluoro-5-(6-morpholin-4-ylpyridin-3-yl)-2-[rac-(3R)-3-(dimethylamino)pyrrolidin-1-yl]phenyl]-6-oxo-4-(trifluoromethyl)-1H-pyridine-3-carboxamide